ClC1=C(C=CC(=C1)CN(C(OC(C)(C)C)=O)CC=O)C1=CC=CC=C1 tert-butyl ((2-chloro-[1,1'-biphenyl]-4-yl)methyl)(2-oxoethyl)carbamate